3-(((tert-butyldimethylsilyl)oxy)methyl)-4,5,6,7-tetrahydropyrazolo[1,5-a]pyridine-5-carboxylic acid [Si](C)(C)(C(C)(C)C)OCC=1C=NN2C1CC(CC2)C(=O)O